F[C@@H]1[C@]2(CCC[C@@](C[C@@H]1OC1=CC=C(N=N1)C=1C=C3C(C=CN(C3=CC1O)C)=O)(N2)C)C 6-(6-(((1r,2r,3s,5s)-2-fluoro-1,5-dimethyl-9-azabicyclo[3.3.1]non-3-yl)oxy)pyridazin-3-yl)-7-hydroxy-1-methylquinolin-4(1H)-one